2-[3,5-dimethyl-4-[1-methyl-3-(trifluoromethyl)pyrazol-4-yl]pyrazol-1-yl]-N-(5-pyrazin-2-yl-2-pyridyl)acetamide CC1=NN(C(=C1C=1C(=NN(C1)C)C(F)(F)F)C)CC(=O)NC1=NC=C(C=C1)C1=NC=CN=C1